(2R,3S)-2-(3-(5-bromo-4-methyl-1H-benzo[d]imidazol-1-yl)prop-1-yn-1-yl)piperidin-3-ol dihydrochloride Cl.Cl.BrC1=C(C2=C(N(C=N2)CC#C[C@H]2NCCC[C@@H]2O)C=C1)C